C(C)(C)N1N=CC=C1S(=O)(=O)NC=1C=CC=C2CCN(CC12)C(=O)OC(C)(C)C tert-butyl 8-(1-isopropyl-1H-pyrazole-5-sulfonylamino)-3,4-dihydroisoquinoline-2(1H)-carboxylate